C(C=CC1=CC=CC=C1)C1=C(C(N(C1C1=CC=C(C=C1)Cl)C1=CC=C(C=C1)OC)=O)O 4-cinnamyl-3-hydroxy-5-(4-chlorophenyl)-1-(4-methoxyphenyl)-1H-pyrrol-2(5H)-one